Cl\C(=C/C1C(C1C(=O)[O-])(C)C)\C(F)(F)F 3-[(1Z)-2-chloro-3,3,3-trifluoroprop-1-en-1-yl]-2,2-dimethylcyclopropane-1-carboxylate